5-(chloromethyl)-N-(5-fluoro-1-methyl-1H-1,3-benzodiazol-2-yl)-N-methyl-1,3-benzoxazol-2-amine ClCC=1C=CC2=C(N=C(O2)N(C)C2=NC3=C(N2C)C=CC(=C3)F)C1